N-Boc-cysteamine C(=O)(OC(C)(C)C)NCCS